ClC1=NC=C(C(=C1)C1=C(C=NC(=C1)C)C(=O)NC=1SC2=C(N1)CN(C2)C(=O)C2=C(C(=NN2C)CC)Cl)OC 2'-chloro-N-[5-(4-chloro-3-ethyl-1-methyl-1H-pyrazole-5-carbonyl)-4H,5H,6H-pyrrolo[3,4-d][1,3]thiazol-2-yl]-5'-methoxy-6-methyl-[4,4'-bipyridine]-3-carboxamide